FC1=C(C=CC(=C1)OC=1SC=C(N1)C=1C=NC(=CC1)C)NC(OC(C)(C)C)=O tert-butyl (2-fluoro-4-((4-(6-methylpyridin-3-yl)thiazol-2-yl)oxy)phenyl)carbamate